3-(4-cyclopropyl-4H-1,2,4-triazol-3-yl)pyridin-2-amine C1(CC1)N1C(=NN=C1)C=1C(=NC=CC1)N